2-((3S,5'R)-4'-benzyl-1-methyl-2-oxospiro[indoline-3,2'-[1,3]dioxolan]-5'-yl)acrylate C(C1=CC=CC=C1)C1O[C@@]2(O[C@@H]1C(C(=O)[O-])=C)C(N(C1=CC=CC=C12)C)=O